2-methyl-3-(3-tert-butylphenyl)propanal CC(C=O)CC1=CC(=CC=C1)C(C)(C)C